(2R,5R)-5-methyl-3-nitro-2-({[(cis)-4-phenylcyclohexyl]oxy}methyl)pyrrolidine-1-carboxylic acid benzyl ester C(C1=CC=CC=C1)OC(=O)N1[C@H](C(C[C@H]1C)[N+](=O)[O-])CO[C@@H]1CC[C@@H](CC1)C1=CC=CC=C1